2-chloro-6-(5-chloro-2-fluorophenyl)-4-iodo-3-(methoxymethoxy)pyridine ClC1=NC(=CC(=C1OCOC)I)C1=C(C=CC(=C1)Cl)F